C1(=CC=CC=C1)[S+](=O)(C1=C(C=CC=C1)C(C1=CC=CC=C1)=O)C1=CC=CC=C1 Diphenyl-(o-benzoylphenyl)sulfoxonium